5-(vinyloxy)-2-azabicyclo[2.2.1]heptane-2,3-dicarboxylate C(=C)OC1C2C(N(C(C1)C2)C(=O)[O-])C(=O)[O-]